C(C)OC1=CC=C(C=C1)N1[C@@H]2CN(C[C@H](C1)CC2(C)C)CCC=2C=NN(C2)S(=O)(=O)C (1R,5S)-6-(4-ethoxyphenyl)-9,9-dimethyl-3-(2-(1-(methylsulfonyl)-1H-pyrazol-4-yl)ethyl)-3,6-diazabicyclo[3.2.2]Nonane